N-[(2R,4R,5R,6R)-2-[3-[2-(2-aminoethoxy)ethoxy]propyl]-4,5-dihydroxy-6-(hydroxymethyl)tetrahydropyran-3-yl]acetamide NCCOCCOCCC[C@H]1O[C@@H]([C@@H]([C@@H](C1NC(C)=O)O)O)CO